5-(Azetidin-2-ylmethoxy)-2-methyl-N-(1-(7-(5-morpholinopyridin-3-yl)quinolin-5-yl)cyclopropyl)benzamide N1C(CC1)COC=1C=CC(=C(C(=O)NC2(CC2)C2=C3C=CC=NC3=CC(=C2)C=2C=NC=C(C2)N2CCOCC2)C1)C